(1-(5-(2,6-bis(benzyloxy)pyridin-3-yl)pyrimidin-2-yl)piperidin-4-yl)methanol C(C1=CC=CC=C1)OC1=NC(=CC=C1C=1C=NC(=NC1)N1CCC(CC1)CO)OCC1=CC=CC=C1